β-methylcholine chloride CC(C[N+](C)(C)C)O.[Cl-]